N1C=CC2=C(C=CC=C12)CN1CCC2(CC1)COC1=C3CN(C(C3=CC=C12)=O)C1C(NC(CC1)=O)=O 3-(1'-((1H-indol-4-yl)methyl)-6-oxo-6,8-dihydro-2H,7H-spiro[furo[2,3-e]isoindole-3,4'-piperidin]-7-yl)piperidine-2,6-dione